C(CCCCC(C)C)C(C(=O)O)CC(=O)O iso-octyl-succinic acid